Diisotridecyl-acetat C(CCCCCCCCCC(C)C)C(C(=O)[O-])CCCCCCCCCCC(C)C